O=C(COC1=CC=NC2=CC(=CC=C12)Cl)C=1N=NC=CN1 4-(2-oxo-(1,2,4-triazin-3-yl)-ethoxy)-7-chloroquinoline